BrC1=C(C=CC(=C1)[N+](=O)[O-])S(=O)C 2-bromo-1-(methylsulfinyl)-4-nitrobenzene